(2-aminoethyl)-[1,1'-biphenyl] NCCC1=C(C=CC=C1)C1=CC=CC=C1